S1C(=NC2=C1C=CC=C2)C(=O)[C@@H](CCCNC(=N)N)NC(=O)[C@@H]2CCCCOC1=CC=C(C[C@@H](C(N[C@H](C(N2)=O)CC2=CC=CC=C2)=O)NC(C)=O)C=C1 N-[(R)-1-[(1,3-benzothiazol-2-yl)carbonyl]-4-guanidinobutyl]-(7S,10S,13S)-13-acetylamino-10-benzyl-9,12-dioxo-2-oxa-8,11-diazabicyclo[13.2.2]nonadeca-1(17),15,18-triene-7-carboxamide